C(C)(C)C=1SC=C(N1)C(=O)NC 1-(2-isopropyl-thiazole-4-yl)-N-methyl-formamide